(Z)-1-tert-butyl-4-phenylvinylbenzene C(C)(C)(C)C1=CC=C(C=C1)\C=C/C1=CC=CC=C1